OC1=CC=2C(CN(C2)C(=O)OC(C)(C)C)=C1 Tert-butyl (3ar,5s,6as)-5-hydroxycyclopenta[c]pyrrole-2(1H)-carboxylate